4-chloro-4'-fluorobutyrophenone ClCCCC(=O)C1=CC=C(C=C1)F